FC(S(=O)(=O)OC=1N=C2[C@H]3C([C@@H](CC2=CC1F)C3)(C)C)(F)F [(1R,9R)-5-fluoro-10,10-dimethyl-3-azatricyclo[7.1.1.02,7]undeca-2,4,6-trien-4-yl] trifluoromethanesulfonate